FC1=C2C(=NC=NC2=CC(=C1)OC)NC1=CC=C(C=C1)N N1-(5-fluoro-7-methoxyquinazolin-4-yl)benzene-1,4-diamine